O3-cyanoethoxydiisopropylaminophosphinyl-(S)-4-aminobutane-1,3-diol C(#N)CCOOC(C[C@@H](O)P(=O)N(C(C)C)C(C)C)CN